5-azido-3-methylbenzo[d]oxazol N(=[N+]=[N-])C=1C=CC2=C(N(CO2)C)C1